(R)-2-cyano-N-(6-(difluoromethyl)pyridazin-4-yl)-8-methyl-8-(trifluoromethyl)-7,8-dihydro-6H-pyrazolo[1,5-a]pyrrolo[2,3-e]pyrimidine-6-carboxamide C(#N)C1=NN2C(N=CC3=C2[C@@](CN3C(=O)NC3=CN=NC(=C3)C(F)F)(C(F)(F)F)C)=C1